CN(CCC[C@@H]1[C@@H](N(CCC1)C(=O)OCC1=CC=CC=C1)C(=O)N1[C@@H](CNCC1)C(NCC=1SC=CC1)=O)C benzyl (2R,3S)-3-(3-(dimethylamino)propyl)-2-((S)-2-((thiophen-2-ylmethyl)carbamoyl)piperazine-1-carbonyl)piperidine-1-carboxylate